Cl.FC1=CC=C(C=C1)[C@H]1[C@@H](CNCC1)COC1=CC=C(OCCCN(C)C)C=C1 3-(4-(((3S,4R)-4-(4-fluorophenyl)piperidin-3-yl)methoxy)phenoxy)-N,N-dimethylpropan-1-amine hydrochloride